N-(tetrahydro-2H-pyran-4-yl)azetidin-3-amine O1CCC(CC1)NC1CNC1